C(C)(C)[Si](C(C)C)(C(C)C)C#CC1=NC2=C(N1C1=CC=C(C=C1)N1CCOCC1)C=CC=C2 4-(4-(2-((triisopropylsilyl)ethynyl)-1H-benzo[d]imidazol-1-yl)phenyl)morpholine